Aluminum-Lithium [Li].[Al]